2-bromo-4-methyl-5-phenyl-4H-imidazo[1,2-b][1,2,4]triazole BrC=1N=C2N(N1)C=C(N2C)C2=CC=CC=C2